The molecule is trianion of 3-phosphoshikimic acid arising from deprotonation of the phosphate and carboxy groups; major species at pH 7.3. It has a role as a Saccharomyces cerevisiae metabolite. It is an organophosphate oxoanion and a hydroxy monocarboxylic acid anion. It derives from a shikimate. It is a conjugate base of a 3-phosphoshikimic acid. C1[C@H]([C@@H]([C@@H](C=C1C(=O)[O-])OP(=O)([O-])[O-])O)O